6-[(carboxymethyl)amino]-5-[(6R)-2,2-difluoro-7-[(5-methoxy-7-methyl-1H-indol-4-yl)methyl]-7-azaspiro[3.5]nonan-6-yl]pyridine-2-carboxylic acid C(=O)(O)CNC1=C(C=CC(=N1)C(=O)O)[C@H]1CC2(CC(C2)(F)F)CCN1CC1=C2C=CNC2=C(C=C1OC)C